C(#CC)C1=CC(=NC=N1)B(O)O 6-(PROP-1-YNYL)PYRIMIDIN-4-YLBORONIC ACID